COC1=CC(=NC=C1)C=1N=C(C2=C(N1)CCC2)N(CC(=O)NC2CCOCC2)C 2-[[2-(4-methoxypyridin-2-yl)-5H,6H,7H-cyclopenta[d]pyrimidin-4-yl](methyl)amino]-N-(oxan-4-yl)acetamide